p-tolylsulfanyl-cyclododecane C1(=CC=C(C=C1)SC1CCCCCCCCCCC1)C